C1(=CCCC1)C=1C2=C(C=NC1OC)NC(N2CC2=C(C=C(C=C2F)SC)F)=O 7-(cyclopent-1-en-1-yl)-1-(2,6-difluoro-4-(methylthio)benzyl)-6-methoxy-1,3-dihydro-2H-imidazo[4,5-c]pyridin-2-one